isopropyl alpha-malate C(C(O)CC(=O)[O-])(=O)OC(C)C